1-(3-(4-Chloro-2-(1-ethyl-1,4,5,6-tetrahydropyrrolo[3,4-c]pyrazole-5-carbonyl)-7-fluoro-1H-indol-6-yl)-5,6-dihydropyridin-1(2H)-yl)ethanone ClC1=C2C=C(NC2=C(C(=C1)C=1CN(CCC1)C(C)=O)F)C(=O)N1CC=2N(N=CC2C1)CC